N-(3-fluoro-4-((1-isopropyl-2-oxo-2,3-dihydro-1H-imidazo[4,5-b]pyridine-7-yl)oxy)phenyl)-1-(3-fluoropyridine-2-yl)-5-(trifluoromethyl)-1H-pyrazole-4-carboxamide FC=1C=C(C=CC1OC1=C2C(=NC=C1)NC(N2C(C)C)=O)NC(=O)C=2C=NN(C2C(F)(F)F)C2=NC=CC=C2F